BrC=1C2=C(C(N(C1)C)=O)N(C(=C2)C(=O)NCC)COCC[Si](C)(C)C 4-bromo-N-ethyl-6-methyl-7-oxo-1-((2-(trimethylsilyl)ethoxy)methyl)-6,7-dihydro-1H-pyrrolo[2,3-c]pyridine-2-carboxamide